4-bromo-N-methyl-1,2-dihydroimidazo[1,2-a][1,6]naphthyridine-8-amine BrC=1C=2N(C3=CC(=NC=C3C1)NC)CCN2